6-[2-(6-methyl-2-pyridyl)-5,6,7,8-tetrahydroimidazo[1,2-a]pyrazin-3-yl]-3-(1H-pyrazol-4-yl)quinoline CC1=CC=CC(=N1)C=1N=C2N(CCNC2)C1C=1C=C2C=C(C=NC2=CC1)C=1C=NNC1